N,6-dimethyl-5-((1-((3-methyl-2,4-dioxo-1,2,3,4-tetrahydrothieno[3,2-d]pyrimidin-6-yl)methyl)pyrrolidin-3-yl)amino)picolinamide CNC(C1=NC(=C(C=C1)NC1CN(CC1)CC1=CC=2NC(N(C(C2S1)=O)C)=O)C)=O